C1(CC1)C1=CC=C(C=C1)C12CCC(CC1)(CC2)CN(C(=O)C2CCCCC2)C=2C=C(C=CC2)/C(=C/C(=O)OC)/C Methyl (E)-3-(3-(N-((4-(4-cyclopropylphenyl)bicyclo[2.2.2]octan-1-yl)methyl)cyclohexanecarboxamido)phenyl)but-2-enoate